OC1=C(C(=CC=C1N)O)C=1C(=CC=C(C1O)N)O 3,3'-Dihydroxy-4,4'-diamino-biphenol